C(C1=CC=CC=C1)N1C[C@H]([C@@H](CC1)C(=O)N1CCC(CC1)(O)CN1C=NC2=C(C1=O)C=CN2CC)C2=CC=CC=C2 3-[(1-{[(3R,4R)-1-benzyl-3-phenylpiperidin-4-yl]carbonyl}-4-hydroxypiperidin-4-yl)methyl]-7-ethyl-3,7-dihydro-4H-pyrrolo[2,3-d]pyrimidin-4-one